1-Methylpyrazolo[4,3-c]pyridin-7-amine CN1N=CC=2C=NC=C(C21)N